FC(C(C(=O)O)CC)(F)F 2-(trifluoromethyl)butanoic acid